[Si](O)(O)(O)O OrthoSilicic Acid